1'-[(4-methylphenyl)methanesulfonyl]-1',2'-dihydrospiro[cyclopentane-1,3'-indole] CC1=CC=C(C=C1)CS(=O)(=O)N1CC2(C3=CC=CC=C13)CCCC2